FC(C1=NN=C(O1)C1=CC=C(CN(S(=O)(=O)C2CCN(CC2)C(C)C)C2=CC=CC=C2)C=C1)F N-(4-(5-(difluoromethyl)-1,3,4-oxadiazol-2-yl)benzyl)-1-isopropyl-N-phenylpiperidine-4-sulfonamide